COC(C1=CC(=NC=C1)CN1CC(CC1)N1C(N(C=2C1=NC=CC2)C=2C=NC(=CC2)C2=CC=C(C=C2)C(=O)OC)=O)=O 2-((3-(1-(6-(4-(methoxycarbonyl)phenyl)pyridin-3-yl)-2-oxo-1,2-dihydro-3H-imidazo[4,5-b]pyridin-3-yl)pyrrolidin-1-yl)methyl)isonicotinic acid methyl ester